C12C3C(NC(C3C(CC1)C2)=O)=O 4-azatricyclo[5.2.1.02,6]decane-3,5-dione